C(OC1CN(C1)C(CCS(=O)(=O)N1C[C@@H]([C@@H](CC1)C1=C(N=C(N1)C1=NC=C(C=C1)F)Cl)C)=O)(OCC)=O [1-[3-[[(3R,4R)-4-[4-Chloro-2-(5-fluoro-2-pyridyl)-1H-imidazol-5-yl]-3-methyl-1-piperidyl]sulfonyl]propanoyl]azetidin-3-yl] ethyl carbonate